4-morpholino-2-[(5-phenyl-1H-pyrazol-3-yl)amino]-N-[(1S)-1-cyclopropylethyl]furo[3,2-d]pyrimidine-6-carboxamide O1CCN(CC1)C=1C2=C(N=C(N1)NC1=NNC(=C1)C1=CC=CC=C1)C=C(O2)C(=O)N[C@@H](C)C2CC2